C1(CCC1)C=1C(=NN(C1C1=CC=C(C=C1)F)C)NC(=O)[C@H]1[C@@H](C1)F (1S,2R)-N-(4-cyclobutyl-5-(4-fluorophenyl)-1-methyl-1H-pyrazol-3-yl)-2-fluorocyclopropane-1-carboxamide